ClC=1C(=NC(=NC1)NC1=CC(=CC=C1)N1CCN(CC1)CCO)N1C=C(C2=CC(=CC=C12)NC(C=C)=O)C N-[1-[5-chloro-2-[3-[4-(2-hydroxyethyl)piperazin-1-yl]anilino]pyrimidin-4-yl]-3-methyl-indol-5-yl]prop-2-enamide